C(C=CC=CCCCCCCC)=O 6Z-dodecadienal